COC1=NC=CC(=C1)C1=CC=C2C(CCOC2=C1)NC(O[C@@H]1CN2CCC1CC2)=O (S)-quinuclidin-3-yl (7-(2-methoxypyridin-4-yl)chroman-4-yl)carbamate